CN(C(CCCCCCCCC)CCCCCCC\C=C/C\C=C/CCCCC)C (18Z,21Z)-N,N-dimethylheptacosan-18,21-dien-10-amine